ClC1=NC2=CC(=CC=C2C(=C1C(C(=O)N)C1=CC=C(C=C1)OC)NC)Cl (2,7-dichloro-4-(methylamino)quinolin-3-yl)-2-(4-methoxyphenyl)acetamide